C(C)(C)N(S(=O)(=O)C1=CC=CC=C1)C N-isopropyl-N-methylbenzenesulfonamide